(13R)-4-[(3R)-3-methoxypyrrolidin-1-yl]-13-methyl-8,14-dioxa-5,10,19,20,23-pentaazatetracyclo[13.5.2.12,6.018,21]tricosa-1(20),2,4,6(23),15,17,21-heptaen-9-one CO[C@H]1CN(CC1)C=1C=C2C3=NNC4=CC=C(O[C@@H](CCNC(OCC(N1)=N2)=O)C)C=C34